CNC=1C=2N=CN([C@H]3[C@H](OC)[C@H](O)[C@@H](CO)O3)C2N=CN1 N,2'-O-dimethyl-adenosine